8-{[2-(2,6-Dioxopiperidin-3-yl)-1,3-dioxo-2,3-dihydro-1H-isoindol-4-yl]oxy}octanoic acid O=C1NC(CCC1N1C(C2=CC=CC(=C2C1=O)OCCCCCCCC(=O)O)=O)=O